N2-(4-(1-(2-(methylamino)ethyl)-1H-pyrazol-4-yl)phenyl)-N4-(2-(6-methylpyridin-2-yl)pyrimidin-4-yl)pyrimidine-2,4-diamine CNCCN1N=CC(=C1)C1=CC=C(C=C1)NC1=NC=CC(=N1)NC1=NC(=NC=C1)C1=NC(=CC=C1)C